CCCCC(P(O)(O)=O)P(O)(O)=O 5-pentylidenediphosphonic acid